BrC1=CC=C(C=C1)C(=O)C(C(=O)OCC)=CN(C)C ethyl 2-[(4-bromophenyl)carbonyl]-3-(dimethylamino)prop-2-enoate